(S)-4-(2,3,5-trifluoro-phenyl)-4,5-dihydro-oxazol-2-ylamine FC1=C(C=C(C=C1F)F)[C@@H]1N=C(OC1)N